CC1=CC2=C(C3=CC=C(C=C3C(=C2C=C1)OC(=O)C1C(C2C=CC1C2)C(=O)O)C)OC(=O)C2C(C1C=CC2C1)C(=O)O 2,6-dimethyl-9,10-bis[2-carboxy(3,6-methano-4-cyclohexenyl)]carbonyloxy-anthracene